benzyl 4-{4-[(2S)-2-(dibutoxymethyl)morpholin-4-yl]phenyl}piperidine-1-carboxylate C(CCC)OC([C@@H]1CN(CCO1)C1=CC=C(C=C1)C1CCN(CC1)C(=O)OCC1=CC=CC=C1)OCCCC